OC1=C(C=C(C=C1C(C)(C)C)C)N1N=C2C(=N1)C=CC(=C2)Cl 2-(2'-hydroxy-3'-t-Butyl-5'-methyl-phenyl)-5-chlorobenzotriazole